CC(C(=O)N1CC2=CN=C(C=C2CC1)OCC1=C(N=NN1C=1C=NC(=CC1)C(F)(F)F)C)C 2-methyl-1-[6-({4-methyl-1-[6-(trifluoromethyl)pyridin-3-yl]-1H-1,2,3-triazol-5-yl}methoxy)-1,2,3,4-tetrahydro-2,7-naphthyridin-2-yl]propan-1-one